CC1=C(C=C2N1CCN(C2=O)CCNC2=NC=CC1=CC=C(C=C21)C2=NOC(=N2)C)C(=O)OCC ethyl 6-methyl-2-[2-[[7-(5-methyl-1,2,4-oxadiazol-3-yl)-1-isoquinolinyl] amino] ethyl]-1-oxo-3,4-dihydropyrrolo[1,2-a]pyrazine-7-carboxylate